(3-(1-Cyclopropylvinyl)-6,7-dihydro-5H-cyclopenta[b]pyridin-4-yl)carbamic acid tert-butyl ester C(C)(C)(C)OC(NC1=C2C(=NC=C1C(=C)C1CC1)CCC2)=O